C4-bromo-5-(3-chloropropyl)-1-methyl-1H-pyrazole BrC=1C=NN(C1CCCCl)C